tert-butyl N-[1-[4-[4-[6-chloro-4-(trifluoromethyl)-2-pyridyl]piperazin-1-yl]sulfonylphenyl]-5-oxo-pyrrolidin-3-yl]carbamate ClC1=CC(=CC(=N1)N1CCN(CC1)S(=O)(=O)C1=CC=C(C=C1)N1CC(CC1=O)NC(OC(C)(C)C)=O)C(F)(F)F